CN1C([C@@H]([C@H](C1)C1=CC(=CC=C1)C(F)(F)F)C(=O)OC)=O methyl (3R,4S)-1-methyl-2-oxo-4-[3-(trifluoromethyl)phenyl]-3-pyrrolidinecarboxylate